1-(4-(4-((dimethylamino)methyl)cyclohexylamino)-6-(4-hydroxy-3-(trifluoromethoxy)-phenyl)-1,5-naphthyridin-3-yl)ethanone CN(C)CC1CCC(CC1)NC1=C(C=NC2=CC=C(N=C12)C1=CC(=C(C=C1)O)OC(F)(F)F)C(C)=O